N-hydroxyNaphthalimide C1=CC2=C3C(=C1)C(=O)N(C(=O)C3=CC=C2)O